C(CCC)P([O-])(=O)CCCC.[Sn+4].C(CCC)P([O-])(=O)CCCC.C(CCC)P([O-])(=O)CCCC.C(CCC)P([O-])(=O)CCCC tin dibutylphosphinate